F\C(\C(=O)NC=1C=C2C(=NC=NC2=CC1OC)NC1=C(C=C(C(=C1)C)OC=1C=NC=2N(C1)N=CC2)OC)=C/[C@@H]2N(CCC2)C (R,Z)-2-fluoro-N-(7-methoxy-4-((2-methoxy-5-methyl-4-(pyrazolo[1,5-a]pyrimidin-6-yloxy)phenyl)amino)quinazolin-6-yl)-3-(1-methylpyrrolidin-2-yl)acrylamide